The molecule is a 2-O-sulfolactic acid. It is a conjugate acid of a (S)-2-O-sulfonatolactate(2-). It is an enantiomer of a (R)-2-O-sulfolactic acid. C[C@@H](C(=O)O)OS(=O)(=O)O